C1(=CC=CC=C1)C(C=C)Cl.[Pd] palladium (1-phenylallyl) chloride